BrC=1C=C(CN2C[C@H](CCC2)C)C=C(C1)N1CCCCC1 (S)-1-(3-Bromo-5-(piperidin-1-yl)benzyl)-3-methylpiperidine